2-(2-fluoro-3,4-dihydroxy-5-methoxyphenyl)-1-(3-methyloxetan-3-yl)-N-(1,2-oxazol-3-yl)-1H-1,3-benzodiazole-6-carboxamide FC1=C(C=C(C(=C1O)O)OC)C1=NC2=C(N1C1(COC1)C)C=C(C=C2)C(=O)NC2=NOC=C2